F[C@H]1C[C@H](N(C1)C(=O)OC(C)(C)C)CO (2S,4S)-tert-butyl 4-fluoro-2-(hydroxymethyl)pyrrolidine-1-carboxylate